CC(=C=C)C\C=C(\C=C\C\C(=C\C)\C)/C (2E,5E,7E,10E)-3,6,10-trimethyldodecene-2,5,7,10-tetraene